(E)-4-(hydroxy(4-nitrophenyl)methyl)-2-(2-phenylhydrazino)pent-4-enoic acid ethyl ester C(C)OC(C(CC(=C)C(C1=CC=C(C=C1)[N+](=O)[O-])O)NNC1=CC=CC=C1)=O